6-bromo-1-methyl-3,4-dihydroisoquinoline BrC=1C=C2CCN=C(C2=CC1)C